N1NC=C2C1=CC=C2 dihydrocyclopenta[c]pyrazole